7-methyl-2-(4-morpholinyl)-9-[1-(phenylamino)ethyl]-4H-pyrido[1,2-a]pyrimidin-4-one CC=1C=C(C=2N(C(C=C(N2)N2CCOCC2)=O)C1)C(C)NC1=CC=CC=C1